FC1=C(C=C(C=C1)N1C(=C(C2=CC(=CC=C12)O)CC(C(=O)O)(C)O)C(C)C)C 3-[1-(4-fluoro-3-methyl-phenyl)-5-hydroxy-2-isopropyl-indol-3-yl]-2-hydroxy-2-methyl-propionic acid